((1R,3R)-3-aminocyclobutyl)(4-(1-methyl-4-(trifluoromethyl)-1H-pyrrolo[2,3-c]pyridin-7-yl)piperazine-1-yl)methanone NC1CC(C1)C(=O)N1CCN(CC1)C=1N=CC(=C2C1N(C=C2)C)C(F)(F)F